C(C)N(C(COC1=CC(=CC=C1)C)=O)CC1OCCC1 N-ethyl-2-(3-methyl-phenoxy)-N-(tetrahydrofuran-2-ylmethyl)acetamide